CON(C([C@H](CC=1N=CN(C1)C(C1=CC=CC=C1)(C1=CC=CC=C1)C1=CC=CC=C1)NC(CCC(C)C)=O)=O)C N-((S)-1-(methoxy(methyl)amino)-1-oxo-3-(1-trityl-1H-imidazol-4-yl)propan-2-yl)-4-methylpentanamide